2,3-dichloro-5,6-dicyanyl-1,4-benzoquinone ClC=1C(C(=C(C(C1Cl)=O)C#N)C#N)=O